ClC1=CC=CC(=N1)C(=O)NC1=CC(=CC=C1)S(NC1=CC=CC=C1)(=O)=O 6-chloro-N-(3-(N-phenylsulfamoyl)phenyl)picolinamide